1-Azido-9-(2-methylsulfonyl-4-pyridyl)-3,6,9-trioxanonaneN N(=[N+]=[N-])C=COCCOCCOC1=CC(=NC=C1)S(=O)(=O)C